C(C)(=O)C1=C(C=C(C#N)C=C1)OCC1=CC=CC=C1 4-acetyl-3-(benzyloxy)benzonitrile